BrC1=CC(=C(COC2(COC2)C2=CC(=C(C=C2C)C(N(C)CC)=N)C)C=C1)F (4-(3-((4-bromo-2-fluorobenzyl)oxy)oxetan-3-yl)-2,5-dimethylphenyl)-N-ethyl-N-methylformimidamide